1-(4-fluorophenyl)acetone FC1=CC=C(C=C1)CC(=O)C